NC1=C(C(=CC=C1)OC)N 1,2-diamino-3-methoxybenzene